[Si](C1=CC=CC=C1)(C1=CC=CC=C1)(C(C)(C)C)O[C@H]1[C@@H]2C(N[C@H](C1)C2)=O (1S,4R,5R)-5-[(tert-butyldiphenylsilyl)oxy]-2-azabicyclo[2.2.1]Heptane-3-one